2-(4-(2-([1,2,4]triazolo[4,3-a]pyridin-6-yl)-3-isopropyl-1H-indol-5-yl)piperidin-1-yl)-N,N-dimethylacetamide N=1N=CN2C1C=CC(=C2)C=2NC1=CC=C(C=C1C2C(C)C)C2CCN(CC2)CC(=O)N(C)C